FC=1C=C(C(=C2CCCC12)NC(=O)N=[S@](=O)(N)C=1C=NN2C1O[C@H](C2)C)C2=CC(=NC=C2)OC (R,2S)-N'-((7-fluoro-5-(2-methoxypyridin-4-yl)-2,3-dihydro-1H-inden-4-yl)carbamoyl)-2-methyl-2,3-dihydropyrazolo[5,1-b]oxazole-7-sulfonimidamide